NC=1C(=C(C=CC1)N1CCN2C1=C(C1=C2N=CN=C1N)C1=CC(=C(C=C1)OC1=NC=CC(=N1)C)F)OC 6-(3-amino-2-methoxyphenyl)-5-(3-fluoro-4-((4-methylpyrimidin-2-yl)oxy)phenyl)-7,8-dihydro-6H-imidazo[1',2':1,5]pyrrolo[2,3-d]pyrimidin-4-amine